2-(6-(cyclopropanecarboxamido)-1-(methylamino)-2,7-naphthyridin-4-yl)benzamide C1(CC1)C(=O)NC=1C=C2C(=CN=C(C2=CN1)NC)C1=C(C(=O)N)C=CC=C1